trans-1,1-dimethylethyl N-[(4-pyrrolidin-1-ylsulfonylcyclohexyl)amino]carbamate N1(CCCC1)S(=O)(=O)[C@@H]1CC[C@H](CC1)NNC(OC(C)(C)C)=O